C(C)S(=O)(=O)N[C@@H]1[C@@H](N([C@@H](C1)C)C(=O)OC)CO[C@@H]1C[C@@H]2C[C@@]2(CC1)C1=NC=C(C=N1)F methyl (2R,3S,5R)-3-(ethylsulfonamido)-2-((((1S,3S,6R)-6-(5-fluoropyrimidin-2-yl)bicyclo[4.1.0]heptan-3-yl)oxy)methyl)-5-methylpyrrolidine-1-carboxylate